C1(=CC=CC=C1)C#COB(O)O 2-Phenylethynoxyboronic acid